2-ethyl-5-methoxybicyclo[2.2.1]heptane C(C)C1C2CC(C(C1)C2)OC